1-(4-Bromo-2-chloro-5-methylphenyl)-2-(1,4-dioxaspiro[4.5]dec-8-yl)propan-2-ol BrC1=CC(=C(C=C1C)CC(C)(O)C1CCC2(OCCO2)CC1)Cl